NCCCCCCCCCCCCCCCCCCC azaicosan